O=C1C=CC2=CC=C3C4CCC5CCC(CC5C4CCC3C2=C1)C(=O)N 11-oxo-1,2,3,4,4a,5,6,6a,11,12b,13,14,14a,14b-tetradecahydropicene-2-carboxamide